2-(3-bromo-5-fluoro-4-(1-hydroxyethyl)phenyl)acetonitrile BrC=1C=C(C=C(C1C(C)O)F)CC#N